methyl 2-(3-{[(tert-butoxy) carbonyl] amino} propionylamino)-3-hydroxypropionate C(C)(C)(C)OC(=O)NCCC(=O)NC(C(=O)OC)CO